N1N=CC2=CC(=CC=C12)C1=CC=C2C(=N1)SC=C2 6-(1H-indazol-5-yl)thieno[2,3-b]pyridin